3-diazo-1-(1-methyl-2-oxabicyclo[2.2.2]Oct-4-yl)propan-1-one (R)-Ethyl-1,2,3,4-tetrahydroquinoline-2-carboxylate C(C)OC(=O)[C@@H]1NC2=CC=CC=C2CC1.[N+](=[N-])=CCC(=O)C12COC(CC1)(CC2)C